bis-(4-acryloyloxy-butyl) oxalate C(C(=O)OCCCCOC(C=C)=O)(=O)OCCCCOC(C=C)=O